propenol sulfate S(=O)(=O)(O)OC=CC